Cl.N[C@H](CO)CF (2R)-2-amino-3-fluoropropan-1-ol hydrochloride